CC1=NC2=C(N1)C=CC=C2 2-methyl-1H-benzimidazole